4-{4-[(3-chloro-2-hydroxyphenyl)methyl]piperazin-1-yl}-1,6-dimethyl-2-oxo-1,2-dihydro-1,5-naphthyridine-3-carbonitrile ClC=1C(=C(C=CC1)CN1CCN(CC1)C1=C(C(N(C2=CC=C(N=C12)C)C)=O)C#N)O